C(C)N(C1=CC=C(C=C1)N)CCCCC N1-ethyl-N1-pentylbenzene-1,4-diamine